(2S,4R)-1-(2-(3-acetyl-5-(2-methylpyrimidin-5-yl)-1H-indazol-1-yl)acetyl)-N-(3-(2,2-difluoro-benzo[d][1,3]dioxol-5-yl)-2-fluorophenyl)-4-fluoropyrrolidine-2-carboxamide C(C)(=O)C1=NN(C2=CC=C(C=C12)C=1C=NC(=NC1)C)CC(=O)N1[C@@H](C[C@H](C1)F)C(=O)NC1=C(C(=CC=C1)C1=CC2=C(OC(O2)(F)F)C=C1)F